(R)-5-chloro-4-(cyclopentylmethoxy)-2-fluoro-N-((3-(pyrrolidin-3-yloxy)azetidin-1-yl)sulfonyl)benzamide 2,2,2-trifluoroacetate FC(C(=O)O)(F)F.ClC=1C(=CC(=C(C(=O)NS(=O)(=O)N2CC(C2)O[C@H]2CNCC2)C1)F)OCC1CCCC1